N[C@@H](CC(=O)O)C1=C(C=C(C=C1)F)F (S)-3-amino-3-(2,4-difluorophenyl)propanoic acid